5-(2,7-Diazaspiro[3.5]nonan-7-yl)-N-[(1R)-1-[4-methoxy-3-(1-methylpyrazol-4-yl)phenyl]ethyl]-2-methyl-benzamide C1NCC12CCN(CC2)C=2C=CC(=C(C(=O)N[C@H](C)C1=CC(=C(C=C1)OC)C=1C=NN(C1)C)C2)C